Cl.COC(=O)[C@H]1NCCC1.C(C)SCCSCCN1CCOCC1 4-[2-(2-ethylsulfanylethylthio)ethyl]morpholine methyl-(S)-pyrrolidine-2-carboxylate hydrochloride